C(C1=CC=CC=C1)C1=NC(=NC=C1)C=CCO[Si](C)(C)C(C)(C)C benzyl-2-(3-((tert-butyldimethylsilyl)oxy)prop-1-en-1-yl)pyrimidine